FC(C1=CCCC(N1)=O)(F)F 6-trifluoromethyl-3,4-dihydropyridine-2-one